1-octyl-D-glucuronic acid C(CCCCCCC)C(=O)[C@H](O)[C@@H](O)[C@H](O)[C@H](O)C(=O)O